2-(2,6-dioxopiperidin-3-yl)-4-{[1-(2-hydroxyethyl)pyrrolidin-2-yl]methoxy}-2,3-dihydro-1H-isoindole-1,3-dione O=C1NC(CCC1N1C(C2=CC=CC(=C2C1=O)OCC1N(CCC1)CCO)=O)=O